ethyl-L-isoleucyl-amide C(C)N[C@@H]([C@@H](C)CC)C(=O)[NH-]